C(#N)C1=CC=C(C(=S)[S-])C=C1 4-cyanodithiobenzoate